C(C)(C)N(C(=O)C1=C(OC=2C(=NC=NC2)N2C[C@@H](CC2)CN2CC3(C2)CCC(CC3)NS(=O)(=O)N3[C@@H]2CN[C@H](C3)C2)C=CC(=C1)F)C(C)C (1S,4S)-5-(N-(2-(((S)-1-(5-(2-(diisopropylcarbamoyl)-4-fluorophenoxy)pyrimidine-4-yl)pyrrolidin-3-yl)methyl)-2-azaspiro[3.5]nonan-7-yl)aminosulfonyl)-2,5-diazabicyclo[2.2.1]heptane